NCC(=O)NC1CCN(CC1)C1=NC(=C(C(=C1C#N)CC)C#N)SC(C(=O)N)C1=CC=CC=C1 2-amino-N-(1-(6-((2-amino-2-oxo-1-phenylethyl)thio)-3,5-dicyano-4-ethylpyridin-2-yl)piperidin-4-yl)acetamide